2-[1-(4-fluorophenyl)-1H-pyrazol-3-yl]acetic acid FC1=CC=C(C=C1)N1N=C(C=C1)CC(=O)O